oxalic acid mono-3-butynyl monomethyl ester COC(C(=O)OCCC#C)=O